P(OCCCCCCCCC=CCCCCCCCC)(OCCCCCCCCC=CCCCCCCCC)=O Phosphonic acid, di-9-octadecen-1-yl ester